1-(4-aminopyrimidin-2-yl)-5,5-difluoro-4-methoxypiperidin-3-ol NC1=NC(=NC=C1)N1CC(C(C(C1)(F)F)OC)O